[Br-].CC1=C(C=CC=C1)C[NH2+]CCOC(C=C)=O methyl-N-[2-(1-oxo-2-propenyloxy)ethyl]benzenemethanaminium bromide